C(C)(=O)[C@]1([C@H](C(O[C@@H]([C@H]1O)CO)N)N)O 3-acetylglucosaminyl-amine